Iron-Titanium [Ti].[Fe]